FC1=CC=C(C=C1)COC[C@@H](CC(C)C)NC=1NC(/C(/N1)=C/C=1C=C2N=CC=NC2=CC1)=O (4Z)-2-[[(1R)-1-[(4-Fluorophenyl)methoxymethyl]-3-methyl-butyl]amino]-4-(quinoxalin-6-ylmethylene)-1H-imidazol-5-one